FC1=C(C(=C(C=C1OC)OC)F)C=1N=C(C2=C(N1)C=NC(=C2)N[C@H]2[C@H](COC2)NC(C=C)=O)N2CC(OCC2)C N-((3R,4S)-4-((2-(2,6-difluoro-3,5-dimethoxyphenyl)-4-(2-methylmorpholino)pyrido[3,4-d]pyrimidin-6-yl)amino)tetrahydrofuran-3-yl)acrylamide